OC1CN(CC1)C1=NC=CC(=N1)N1CC2(CCC1)OCC(N(CC2)CC(=O)O)=O 2-(2-(2-(3-hydroxypyrrolidin-1-yl)pyrimidin-4-yl)-9-oxo-7-oxa-2,10-diazaspiro[5.6]dodecan-10-yl)acetic acid